FC=1C=C(C#N)C=C(C1)[C@@H]1CC=NN1C(=O)N1CCN(CC1)C1=NC=C(C(=N1)C1=NC=NN1C)F (S)-3-fluoro-5-(1-(4-(5-fluoro-4-(1-methyl-1H-1,2,4-triazol-5-yl)pyrimidin-2-yl)piperazine-1-carbonyl)-4,5-dihydro-1H-pyrazol-5-yl)benzonitrile